cyclobutanone hydrazone C1(CCC1)=NN